FC(C=1C(NC(N([C@H]2C[C@H](O)[C@@H](CO)O2)C1)=O)=O)(F)F trifluoro-thymidine